FC=1C=C(CCC=2C=C(C(NN2)=O)OC(=O)C2=CC=NN2)C=C(C1)F 1H-pyrazole-5-carboxylic acid 6-(3,5-difluorophenethyl)-3-oxo-2,3-dihydropyridazin-4-yl ester